C(CCCCCCC\C=C/CCCCCCCC)P(O)(O)(O)CCCCCCCC\C=C/CCCCCCCC.P(OCCCCCCCC\C=C/CCCCCCCC)(OCCCCCCCC\C=C/CCCCCCCC)O dioleyl hydrogen phosphite (dioleyl hydrogen phosphite)